N-(3-(3-(difluoromethoxy)naphthalen-2-yl)-1-(piperidin-3-yl)-1H-pyrazol-4-yl)pyrazolo[1,5-a]pyrimidine-3-carboxamide FC(OC=1C(=CC2=CC=CC=C2C1)C1=NN(C=C1NC(=O)C=1C=NN2C1N=CC=C2)C2CNCCC2)F